5-(Chloromethyl)isobenzofuran-1(3H)-one ClCC=1C=C2COC(C2=CC1)=O